CN1CC(C1)N.Cl.Cl 3-amino-1-N-methyl-azetidine dihydrochloride